2-(((R)-1-(2-((3R,5R)-4,4-difluoro-3,5-dimethylpiperidin-1-yl)-3,7-dimethyl-4-oxo-4H-pyrido[1,2-a]pyrimidin-9-yl)ethyl)amino)benzoic acid FC1([C@@H](CN(C[C@H]1C)C=1N=C2N(C(C1C)=O)C=C(C=C2[C@@H](C)NC2=C(C(=O)O)C=CC=C2)C)C)F